(2R)-2-(5-Chloro-2-methoxypyridin-4-yl)[(2S)-7-methyl-6-(pyrimidin-2-yl)-3,4-dihydro-1H-spiro[1,8-naphthyridine-2,3'-pyrrolidin]-1'-yl]propan-1-one ClC=1C(=CC(=NC1)OC)[C@H](C(=O)N1C[C@]2(CC1)NC1=NC(=C(C=C1CC2)C2=NC=CC=N2)C)C